1-(aminooxy)propan-2-ol hydrochloride Cl.NOCC(C)O